6,6-dimethyl-3-azabicyclo[3.1.0]hexane-2-carboxamide hydrate O.CC1(C2CNC(C12)C(=O)N)C